C1NCCC=2NC=3C=CC=CC3C21 2,3,4,5-TETRAHYDRO-1H-PYRIDO[4,3-B]INDOL